C1(CC1)C1=CN=CC(=N1)C(C)OC=1C=2N(C=C(C1)C=1N=NN(C1C)C1CCN(CC1)C1COC1)N=CC2C#N 4-[1-(6-Cyclopropylpyrazin-2-yl)ethoxy]-6-[5-methyl-1-[1-(oxetan-3-yl)-4-piperidyl]triazol-4-yl]pyrazolo[1,5-a]pyridine-3-carbonitrile